N1(CCNCC1)C1=NC=C(C=N1)C1(CC1)C#N 1-(2-(Piperazin-1-yl)pyrimidin-5-yl)cyclopropane-1-carbonitrile